CO[Ti](OCCCC)(OCCCC)OC dimethoxyDibutoxytitanium